piperidin-4-yl 6-(5-(6-methylpyridin-2-yl)-1H-imidazol-4-yl)quinoline-3-carboxylate CC1=CC=CC(=N1)C1=C(N=CN1)C=1C=C2C=C(C=NC2=CC1)C(=O)OC1CCNCC1